4-(8-amino-3-(1-carbonyl-2,9-diazaspiro[5.5]undecan-9-yl)imidazo[1,5-a]pyrazin-1-yl)-3-fluoro-N-(4-(trifluoromethyl)pyridin-2-yl)benzamide bromine [Br].NC=1C=2N(C=CN1)C(=NC2C2=C(C=C(C(=O)NC1=NC=CC(=C1)C(F)(F)F)C=C2)F)N2CCC1(CCCNC1=C=O)CC2